L-alanine 3,3-dimethylbutyl ester CC(CCOC([C@@H](N)C)=O)(C)C